ClC=1C=C(C=CC1)C(=O)C=1OC(=CN1)C1=CC(=CC=C1)Cl (3-chlorophenyl)(5-(3-chlorophenyl)oxazol-2-yl)methanone